NC1=NC=2CC(CC(C2C=C1)=O)(C)C 2-amino-7,7-dimethyl-7,8-dihydroquinolin-5(6H)-one